2,4-dihydro-2-butyl-3H-1,2,4-triazol-3-one C(CCC)N1N=CNC1=O